2,4,6,7-tetrahydro-5H-pyrazolo[4,3-c]Pyridine-5-carboxylic acid tert-butyl ester C(C)(C)(C)OC(=O)N1CC=2C(CC1)=NNC2